1-{2-chloro-4-[1-(3,4-dimethylphenyl)-1H-pyrazolo[4,3-c]quinolin-3-yl]phenyl}piperazine ClC1=C(C=CC(=C1)C1=NN(C2=C1C=NC=1C=CC=CC21)C2=CC(=C(C=C2)C)C)N2CCNCC2